OC1=CC(=C(C=C1)N1CCN(CC1)CCC1OC(C2(C1)CCN(CC2)S(=O)(=O)C)=O)N2CCOCC2 3-(2-(4-(4-hydroxy-2-morpholinophenyl)piperazin-1-yl)ethyl)-8-(methylsulfonyl)-2-oxa-8-azaspiro[4.5]decan-1-one